1-(3-amino-4-fluorophenyl)-3-cyclopropyl-1-(pyridin-2-yl)propan NC=1C=C(C=CC1F)C(CCC1CC1)C1=NC=CC=C1